FC1=CC=C(C=C1)[NH-] (4-fluorophenyl)amid